2-Fluoro-3-hydroxyphenylboronic acid FC1=C(C=CC=C1O)B(O)O